2-[(4-fluorophenoxy)methyl]-6-(5-methoxy-2-pyridinyl)imidazo[1,2-a]pyrimidine FC1=CC=C(OCC=2N=C3N(C=C(C=N3)C3=NC=C(C=C3)OC)C2)C=C1